[BiH]1C(=CC=C1)C=1C(=O)NC(C1)=O Bismolyl-maleimide